3-chloro-1,2-dichloropropanol ClCC(C(O)Cl)Cl